C(C=C)(=O)N1C[C@@H](N([C@H](C1)C)S(=O)(=O)C)C1=CC(=NC(=C1)Cl)C1=CC(=NC=C1)C(=O)NC 4-((2S,6S)-4-acryloyl-6-methyl-1-(methylsulfonyl)piperazin-2-yl)-6-chloro-N-methyl-[2,4'-bipyridine]-2'-carboxamide